(2R,4R)-N-[2-[(4,4-difluorocyclohexyl)amino]-1-(5-fluoro-3-pyridyl)-2-oxo-ethyl]-N-(4,4-dimethyl-2,3-dihydro-1H-quinolin-7-yl)-4-hydroxy-4-methyl-pyrrolidine-2-carboxamide FC1(CCC(CC1)NC(C(C=1C=NC=C(C1)F)N(C(=O)[C@@H]1NC[C@](C1)(C)O)C1=CC=C2C(CCNC2=C1)(C)C)=O)F